3-(2,6-difluoro-3,5-dimethoxyphenyl)-1-ethyl-7-(1-ethyl-3-methyl-1H-pyrazol-4-yl)-3,4-dihydropyrido[4,3-d]pyrimidin-2(1H)-one FC1=C(C(=C(C=C1OC)OC)F)N1C(N(C2=C(C1)C=NC(=C2)C=2C(=NN(C2)CC)C)CC)=O